6-{4-fluoro-2-[methyl-(piperidin-4-yl)amino]-1,3-benzothiazol-6-yl}-2-methylimidazo[1,2-a]pyridine-8-carbonitrile hydrochloride Cl.FC1=CC(=CC2=C1N=C(S2)N(C2CCNCC2)C)C=2C=C(C=1N(C2)C=C(N1)C)C#N